S(=O)(=O)(O)C1=C(C(C(=O)O)=CC=C1)O 3-sulfosalicylic acid